NC1=CC=C(C(=C1C1=C(C(N(N=C1)CC1=CC=CC=C1)=O)Cl)F)Cl 6-amino-3-chloro-2-fluorophenyl-2-benzyl-4-chloropyridazin-3(2H)-one